C(#N)N1C[C@]2(CCC2C1)NC(=O)C=1SC(=CN1)C1=C(C=CC=C1)OC1=CC=CC=C1 N-((1R)-3-cyano-3-azabicyclo[3.2.0]heptan-1-yl)-5-(2-phenoxyphenyl)thiazole-2-carboxamide